5-((2-hydroxyethylamino)methyl)picolinamide OCCNCC=1C=CC(=NC1)C(=O)N